4-fluoro-N-(1-iminopropyl)-3-nitrobenzothioamide FC1=C(C=C(C(NC(CC)=N)=S)C=C1)[N+](=O)[O-]